(S)-N-[(1R)-1-[2-(4,4-dimethyl-1-piperidyl)-3,6-dimethyl-4-oxo-chromen-8-yl]ethyl]-2-methyl-propane-2-sulfinamide CC1(CCN(CC1)C=1OC2=C(C=C(C=C2C(C1C)=O)C)[C@@H](C)N[S@@](=O)C(C)(C)C)C